4-Deuterio-2-(1-phenylethyl)benzene-1,3-diol [2H]C1=C(C(=C(C=C1)O)C(C)C1=CC=CC=C1)O